5-hydroxy-1-isopropyl-3-methyl-1H-pyrazole-4-carboxylic acid ethyl ester C(C)OC(=O)C=1C(=NN(C1O)C(C)C)C